Benzophenone oxime C(C1=CC=CC=C1)(C1=CC=CC=C1)=NO